C(C1=CC=CC=C1)OC(=O)N1C(CC(C1)OC)NC(=O)OC(C)(C)C ((tert-Butoxycarbonyl)amino)-4-methoxypyrrolidine-1-carboxylic acid benzyl ester